N-[4-amino-1-(2-trimethylsilylethoxymethyl)pyrazolo[4,3-c]pyridin-7-yl]-N'-benzyl-N'-[(2-methylpyrazol-3-yl)methyl]oxamide NC1=NC=C(C2=C1C=NN2COCC[Si](C)(C)C)NC(=O)C(=O)N(CC=2N(N=CC2)C)CC2=CC=CC=C2